(S,Z)-3-(1-((1-(3-Hydroxybutyl)-1H-pyrazol-4-yl)amino)ethylidene)-5-(4-methylpyridin-3-yl)-1H-pyrrolo[2,3-c]pyridin-2(3H)-one O[C@H](CCN1N=CC(=C1)N\C(\C)=C\1/C(NC2=CN=C(C=C21)C=2C=NC=CC2C)=O)C